N-[[4-(4-amino-1-tert-butyl-pyrazolo[3,4-d]pyrimidin-3-yl)phenyl]methyl]-2-methoxy-benzamide NC1=C2C(=NC=N1)N(N=C2C2=CC=C(C=C2)CNC(C2=C(C=CC=C2)OC)=O)C(C)(C)C